BrC1=CC=C(C=C1)N1C=NC(=C1)C(=O)N 1-(4-bromophenyl)-1H-imidazole-4-carboxamide